C(CCCCCCCCCCCCCCCCC)(=O)OCCCCCCCCOC(CCCCCCCCCCCCCCCCC)=O 1,8-octanediol distearate